N-(4-(2-(((1r,3R,4S)-4-amino-3-methylcyclohexyl)amino)-8-ethylquinazolin-6-yl)-2-fluorophenyl)-2-chlorobenzenesulfonamide N[C@@H]1[C@@H](C[C@@H](CC1)NC1=NC2=C(C=C(C=C2C=N1)C1=CC(=C(C=C1)NS(=O)(=O)C1=C(C=CC=C1)Cl)F)CC)C